C1(=CC=CC=C1)NC(=O)C1CC1 1-(phenylcarbamoyl)cyclopropane